(Z)-1-((2'-chloro-5-(trifluoromethyl)-[1,1'-biphenyl]-2-yl)sulfonyl)-N-(4-(3,3-difluoroazetidin-1-yl)-4-oxobut-2-en-1-yl)-4-fluoropiperidine-4-carboxamide ClC1=C(C=CC=C1)C1=C(C=CC(=C1)C(F)(F)F)S(=O)(=O)N1CCC(CC1)(C(=O)NC\C=C/C(=O)N1CC(C1)(F)F)F